hydroxyvalerylcarnitine CCCCCCCC/C=C\CCCCCC(CC(=O)O[C@@H](CCC(=O)[O-])[N+](C)(C)C)O